BrC=1C=C2C=C3C(=NC2=CC1)SN=C3 6-bromoisothiazolo[5,4-b]quinoline